2-chloro-8-[{5-(trifluoromethyl)pyridin-2-yl}oxy]-5,6,7,8-tetrahydroquinolin-5-amine ClC1=NC=2C(CCC(C2C=C1)N)OC1=NC=C(C=C1)C(F)(F)F